FC=1C=C(C#N)C=CC1C1=NC2=CC=C3C(=C2C=2CCCCC12)C=NN3 3-Fluoro-4-(8,9,10,11-tetrahydro-3H-pyrazolo[4,3-a]phenanthridin-7-yl)benzonitrile